(4Z,5R)-4-(Aminomethylene)-1-[2-[3-cyclopropyl-5-(trifluoromethyl)pyrazol-1-yl]acetyl]-5-(3-methoxy-2-methyl-phenyl)pyrrolidin-3-one N\C=C\1/C(CN([C@@H]1C1=C(C(=CC=C1)OC)C)C(CN1N=C(C=C1C(F)(F)F)C1CC1)=O)=O